ClC1=C(NC2=NOC3=C2C=CC=C3)C=CC=C1C1=CC=CC=C1 3-(2-Chloro-3-phenylanilino)benzisoxazol